2',3',5'-tri-O-(tert-butyldimethylsilyl)-4'-fluoro-4-thiouridine [Si](C)(C)(C(C)(C)C)O[C@H]1[C@@H](O[C@@]([C@H]1O[Si](C)(C)C(C)(C)C)(CO[Si](C)(C)C(C)(C)C)F)N1C(=O)NC(=S)C=C1